CC1=C(C=NC(=C1)C)C1=CC2=C(N=C(S2)NC(=O)[C@H]2[C@H](C2)F)C=C1 (1s,2s)-N-(6-(4,6-dimethylpyridin-3-yl)benzo[d]thiazol-2-yl)-2-fluorocyclopropane-1-carboxamide